N1(CCC(CC1)C(=O)[O-])C1CCNCC1 [1,4'-bipiperidine]-4-carboxylate